ethyl 2-[[2-amino-1-(2,3-dichloro-6-[[2-(trimethylsilyl)ethoxy]methoxy]phenyl)ethyl](tert-butoxycarbonyl)amino]acetate NCC(C1=C(C(=CC=C1OCOCC[Si](C)(C)C)Cl)Cl)N(CC(=O)OCC)C(=O)OC(C)(C)C